NC1=C(C=C(O)C=C1N)O 4,5-diaminoresorcinol